CN1C2=C(OC(C1)C1=CC=C(C=C1)C(F)(F)F)C=CC(=C2)C#N 4-methyl-2-(4-(trifluoromethyl)phenyl)-3,4-dihydro-2H-benzo[b][1,4]oxazine-6-carbonitrile